2-chloro-6-isopropyl-4-((4-isopropylphenyl)amino)-5,6-dihydro-7H-pyrrolo[3,4-d]pyrimidin-7-one ClC=1N=C(C2=C(N1)C(N(C2)C(C)C)=O)NC2=CC=C(C=C2)C(C)C